ClC1=NC2=CC=C(C=C2C(=C1)NC1=CC=C(C=C1)[N+](=O)[O-])S(=O)(=O)NCCC1=CC=C(C=C1)[N+](=O)[O-] 2-chloro-N-(4-nitrophenyl-ethyl)-4-((4-nitrophenyl)amino)quinoline-6-sulfonamide